[C@@H]12N(C[C@@H](NC1)C2)C=2C=CC=1N=CN=C(C1N2)NC2=CC(=C(C=C2)OC2=NN(C=C2)C)Cl 6-((1S,4S)-2,5-Diazabicyclo[2.2.1]heptan-2-yl)-N-(3-chloro-4-((1-methyl-1H-pyrazol-3-yl)oxy)phenyl)pyrido[3,2-d]pyrimidin-4-amine